CN1N=NC(=C1)CNC1=NN=C(O1)C1CCN(CC1)C(=O)OCC1=CC(=CC(=C1)Cl)Cl 3,5-dichlorobenzyl 4-(5-(((1-methyl-1H-1,2,3-triazol-4-yl)methyl)amino)-1,3,4-oxadiazol-2-yl)piperidin-1-carboxylate